BrC1=CC(=C(CNC(OC(C)(C)C)=O)C=C1)O Tert-butyl (4-bromo-2-hydroxybenzyl)carbamate